(E)-9-(2-(Hydroxymethyl)-4-(methoxyimino)pyrrolidine-1-carbonyl)-5,7-dihydrodibenzo[c,e]oxepin-4-carbonitrile OCC1N(C/C(/C1)=N/OC)C(=O)C1=CC2=C(C3=C(COC2)C(=CC=C3)C#N)C=C1